Cl.Cl.N1CC(C1)N1N=CC(=C1)C=1C=C(C=2N(C1)N=CC2C#N)C=2C=NC(=CC2)N2CCN(CC2)CC2=CC=CC=C2 6-(1-(azetidin-3-yl)-1H-pyrazol-4-yl)-4-(6-(4-benzylpiperazin-1-yl)pyridin-3-yl)pyrazolo[1,5-a]pyridine-3-carbonitrile dihydrochloride